5-benzyl-N-(1,6-dimethyl-9H-xanthen-9-yl)-2-oxo-6-(trifluoromethyl)-1,2-dihydropyridine-3-carboxamide C(C1=CC=CC=C1)C=1C=C(C(NC1C(F)(F)F)=O)C(=O)NC1C2=CC=C(C=C2OC=2C=CC=C(C12)C)C